C(C1=CC=CC=C1)(=O)NC(N(C1=C(NC=C1)C(=O)OCC)CC1=C2CN(CC2=CC=C1)C(=O)OC(C)(C)C)=S tert-Butyl 4-((3-benzoyl-1-(2-(ethoxycarbonyl)-1H-pyrrol-3-yl)thioureido)methyl)isoindoline-2-carboxylate